2'-((4-(4-methylpiperazine-1-carbonyl)phenyl)amino)-6'H-spiro[cyclohexane-1,9'-pyrrolo[1,5-a:2,3-d']dipyrimidin]-7'(8'H)-one CN1CCN(CC1)C(=O)C1=CC=C(C=C1)NC=1N=CC2=C(N1)N1C(NC(CC13CCCCC3)=O)=C2